ClC=1C(N(C(=CC1[C@@H]1[C@H](C1)C1=CC=C(C=C1)F)C)C1=CC(=NC=C1C)C=1N=C(N(C1)C)C(=O)O)=O 4-(3-chloro-4-((1S,2S)-2-(4-fluorophenyl)cyclopropyl)-5',6-dimethyl-2-oxo-2H-[1,4'-bipyridin]-2'-yl)-1-methyl-1H-imidazole-2-carboxylic acid